ClC=1NC2=CC(=CC=C2C(N1)=O)[N+](=O)[O-] 2-chloro-7-nitroquinazolin-4(1H)-one